4-(6-(4-acrylamidophenyl)-4-aminopyrazolo[5,1-f][1,2,4]triazin-5-yl)-2-methoxy-N-(1-methylcyclopropyl)benzamide C(C=C)(=O)NC1=CC=C(C=C1)C1=NN2N=CN=C(C2=C1C1=CC(=C(C(=O)NC2(CC2)C)C=C1)OC)N